CC=1C(=NC=CC1)NC(=S)NC(=N)C1=NC=C(C(=O)OC)C=C1 methyl 6-(N-((3-methylpyridin-2-yl)carbamothioyl)carbamimidoyl)nicotinate